FC(CN1C(=NC=2C1=NC=CC2)C)F 3-(2,2-Difluoroethyl)-2-methyl-3H-imidazo[4,5-b]pyridin